4-CHLORO-2-CYANOPHENYLBORONIC ACID ClC1=CC(=C(C=C1)B(O)O)C#N